CN([C@H](CNC(CC(C1(CC1)C(F)(F)F)C=1C=NC(=CC1)OC)=O)CC1=C(C=C(C=C1C)O)C)C N-((S)-2-(dimethylamino)-3-(4-hydroxy-2,6-dimethylphenyl)propyl)-3-(6-methoxypyridin-3-yl)-3-(1-(trifluoromethyl)cyclopropyl)propanamide